2-(3,4-Dichlorophenoxy)-N-(3-{2-[2-(3-methylphenyl)ethoxy]-acetylamino}bicyclo[1.1.1]pentan-1-yl)acetamide ClC=1C=C(OCC(=O)NC23CC(C2)(C3)NC(COCCC3=CC(=CC=C3)C)=O)C=CC1Cl